FC1=C(C(=CC=C1)F)C=1SC=2C=NC(=CC2N1)NC1=NC(=CC=C1N1CCOCC1)CN(C)C N-[2-(2,6-Difluorophenyl)-[1,3]thiazolo[5,4-c]pyridin-6-yl]-6-[(dimethylamino)methyl]-3-(morpholin-4-yl)pyridin-2-amine